(2R,3S,4S,5R,6R)-6-(2-(diethoxyphosphoryl)ethyl)tetrahydro-2H-pyran-2,3,4,5-tetrayl tetraacetate C(C)(=O)O[C@H]1O[C@@H]([C@H]([C@@H]([C@@H]1OC(C)=O)OC(C)=O)OC(C)=O)CCP(=O)(OCC)OCC